5-tert-butylcyclopenta-1,3-diene C(C)(C)(C)C1C=CC=C1